ClC=1C=CC2=C(C(CC(O2)C(=O)NC23CC(C2)(C3)NC(COC3=CC(=C(C=C3)Cl)F)=O)NCCO)C1 6-chloro-N-{3-[2-(4-chloro-3-fluorophenoxy)acetamido]bicyclo[1.1.1]pent-1-yl}-4-[(2-hydroxyethyl)amino]-3,4-dihydro-2H-1-benzopyran-2-carboxamide